tert-butyl (R)-(1-(5-bromopyrimidin-2-yl)-3-methylpiperidin-3-yl)carbamate BrC=1C=NC(=NC1)N1C[C@](CCC1)(C)NC(OC(C)(C)C)=O